C(C1=CC=CC=C1)C1=C(N)C(=CC=C1)CC1=CC=CC=C1 2,6-dibenzyl-aniline